6-(2,3-Difluoro-phenyl)-3-(((S)-10-hydroxy-7-((R)-2-phenylpiperazine-1-carbonyl)-7-aza-spiro[4.5]decan-10-yl)methyl)pyrimidin-4(3H)-one FC1=C(C=CC=C1F)C1=CC(N(C=N1)C[C@@]1(CCN(CC12CCCC2)C(=O)N2[C@@H](CNCC2)C2=CC=CC=C2)O)=O